vinyl-tris(β-methoxyethoxy)silane Amylacrylat C(CCCC)OC(C=C)=O.C(=C)[Si](OCCOC)(OCCOC)OCCOC